(2S)-2-({2-methyl-5-[(pyridin-2-yl)methoxy]-2H-indazol-3-yl}formamido)propanamide CN1N=C2C=CC(=CC2=C1C(=O)N[C@H](C(=O)N)C)OCC1=NC=CC=C1